BIS(1,1,1,2,2-PENTAFLUORODODECAN-3-YL) 6,6'-((3-HYDROXYPROPYL)AZANEDIYL)DIHEXANOATE OCCCN(CCCCCC(=O)OC(C(C(F)(F)F)(F)F)CCCCCCCCC)CCCCCC(=O)OC(C(C(F)(F)F)(F)F)CCCCCCCCC